CC(C)(C)[S@@](=O)N[C@H](C)C1=C2C3(C(N(C2=CC=C1)C)=O)CC3 |&1:7| (R)-2-methyl-N-((R/S)-1-(1'-methyl-2'-oxospiro[cyclopropane-1,3'-indolin]-4'-yl)ethyl)propane-2-sulfinamide